CN(CC(=O)N1C[C@@H](CCC1)NC(=O)C1=CC2=C(N(C(=N2)NC=2SC3=C(N2)C=CC(=C3)Cl)C)C=C1)C 2-(6-Chloro-benzothiazol-2-ylamino)-1-methyl-1H-benzoimidazole-5-carboxylic acid [(R)-1-(2-dimethylamino-acetyl)-piperidin-3-yl]-amide